N=C(C(CC[C@@H](N)C(=O)O)N)NC 5-[imino(methylamino)methyl]-D-ornithine